BrC=1C(N(C(C1)=O)CC(=O)O)=O 2-(3-bromo-2,5-dioxo-2,5-dihydro-1H-pyrrol-1-yl)acetic acid